N-methyl-N-propylpyrrolidinium bromide [Br-].C[N+]1(CCCC1)CCC